C1(CC1)OC1=NN(C=C1N)CC(F)F 3-(cyclopropyloxy)-1-(2,2-difluoroethyl)pyrazol-4-amine